4'-allyl-5-chloro-[1,1'-biphenyl]-2-carboxylic acid methyl ester COC(=O)C=1C(=CC(=CC1)Cl)C1=CC=C(C=C1)CC=C